4-(1-(cyclopropylmethyl)-1H-pyrazol-4-yl)-1H-pyrrolo[2,3-b]pyridin C1(CC1)CN1N=CC(=C1)C1=C2C(=NC=C1)NC=C2